(Z)-N-(1-(1H-indol-3-yl)hex-4-en-2-yl)-6-(4-methylpiperazin-1-yl)benzo[b]thiophene-2-carboxamide N1C=C(C2=CC=CC=C12)CC(C\C=C/C)NC(=O)C1=CC2=C(S1)C=C(C=C2)N2CCN(CC2)C